3-bromo-2-methoxy-5,6-dimethylbenzaldehyde BrC=1C(=C(C=O)C(=C(C1)C)C)OC